(E)-4-[2-[5,6-dihydro-5,5-dimethyl-8-(4-methoxyphenyl)-2-naphthyl]vinyl]benzoic acid CC1(C=2C=CC(=CC2C(=CC1)C1=CC=C(C=C1)OC)/C=C/C1=CC=C(C(=O)O)C=C1)C